[C@H]12CN(C[C@H](CC1)N2)C2=NC(=NC1=C(C(=CC=C21)C2=CC(=CC1=CC=CC=C21)O)F)N2CC(C2)CNC 4-(4-((1R,5S)-3,8-diazabicyclo[3.2.1]octan-3-yl)-8-fluoro-2-(3-((methylamino)methyl)azetidin-1-yl)quinazolin-7-yl)naphthalen-2-ol